[2-[2-(aminomethyl)-6-chloro-3-(trifluoromethyl)phenyl]sulfanyl-phenyl]methanol NCC1=C(C(=CC=C1C(F)(F)F)Cl)SC1=C(C=CC=C1)CO